ClC1=C(CSC=2N(C(C(=C(N2)C2=CC(=C(C=C2)OC)OC)C#N)=O)C)C=CC=C1 2-((2-chlorobenzyl)thio)-4-(3,4-dimethoxyphenyl)-1-methyl-6-oxo-1,6-dihydropyrimidine-5-carbonitrile